(3-chloro-4-(5-(2,2-dimethyl-2,3-dihydrofuro[2,3-b]pyridin-4-yl)pyridin-3-yl)phenyl)(4-hydroxypiperidin-1-yl)methanone ClC=1C=C(C=CC1C=1C=NC=C(C1)C1=C2C(=NC=C1)OC(C2)(C)C)C(=O)N2CCC(CC2)O